2-methylenesuccinic bis(3-sulfopropyl) ester S(=O)(=O)(O)CCCOC(C(CC(=O)OCCCS(=O)(=O)O)=C)=O